(R)-5-(azetidin-3-yloxy)-2-methyl-N-(1-(3-(5-(pyrrolidin-1-ylmethyl)furan-2-yl)phenyl)ethyl)benzamide N1CC(C1)OC=1C=CC(=C(C(=O)N[C@H](C)C2=CC(=CC=C2)C=2OC(=CC2)CN2CCCC2)C1)C